C(C=C)(=O)NC1=C(C=CC=C1)C1C=2N(NCC1)C=C(N2)C2=CC=C(C=C2)OC2=CC=CC=C2 8-(2-acrylamidophenyl)-2-(4-phenoxyphenyl)-5,6,7,8-tetrahydroimidazo[1,2-b]Pyridazine